BrC1=CN=C(N1C)C=O 5-bromo-1-methyl-1H-imidazole-2-carbaldehyde